P(=O)(OCC)(OCC(F)(F)F)[O-].[Li+] lithium ethyl (2,2,2-trifluoroethyl) phosphate